CC(C)(C)OC(=O)N1C[C@@H](C[C@H]1C(=O)O)F N-Boc-trans-4-Fluoro-L-proline